(S)-18-((6-amino-1-(tert-butoxy)-1-oxohexan-2-yl)amino)-18-oxooctadecanoic acid tert-butyl ester C(C)(C)(C)OC(CCCCCCCCCCCCCCCCC(=O)N[C@H](C(=O)OC(C)(C)C)CCCCN)=O